methyl-(phenylpyridinyl)pyrimidine CC1=NC(=NC=C1)C1=NC=CC=C1C1=CC=CC=C1